Dihydroxypropanal CC(C=O)(O)O